ClC=1C=C(C=CC1)CO (3-chloro-phenyl)methanol